ClC=1C=C(C=C(C1)NS(=O)(=O)C)NC(=O)C1=CN(C(=C1)C1=NC=C(C=C1)N1CCN(CC1)C(=O)C1CC1)C N-(3-chloro-5-(methylsulfonamido)phenyl)-5-(5-(4-(cyclopropanecarbonyl)piperazin-1-yl)pyridin-2-yl)-1-methyl-1H-pyrrole-3-carboxamide